2-propylmercapto-5-(quinolin-6-yl)-5,6-dihydropyrido[2,3-d]pyrimidine-4,7(3H,8H)-dione C(CC)SC=1NC(C2=C(N1)NC(CC2C=2C=C1C=CC=NC1=CC2)=O)=O